3,3-dimethyl-glutamic acid tert-butyl-3-(((7-chloro-2-(2,6-difluorophenyl)imidazo[2,1-f][1,2,4]triazin-4-yl)amino)methyl)piperidine-1-carboxylate C(C)(C)(C)C1N(CCCC1CNC1=NC(=NN2C1=NC=C2Cl)C2=C(C=CC=C2F)F)C(=O)O.CC([C@H](N)C(=O)O)(CC(=O)O)C